[2,2-bis(4-chlorophenyl)cyclobutyl] (2S)-2-[(3-hydroxy-4-methoxy-pyridine-2-carbonyl)amino]propanoate OC=1C(=NC=CC1OC)C(=O)N[C@H](C(=O)OC1C(CC1)(C1=CC=C(C=C1)Cl)C1=CC=C(C=C1)Cl)C